(2S,4R)-4-hydroxy-N-methyl-1-((S)-3-methyl-2-(4-(pyridin-2-yl)-1H-1,2,3-triazol-1-yl)butyryl)pyrrolidine-2-carboxamide Methyl-(S)-2-methylpyrrolidine-2-carboxylate COC(=O)[C@]1(NCCC1)C.O[C@@H]1C[C@H](N(C1)C([C@H](C(C)C)N1N=NC(=C1)C1=NC=CC=C1)=O)C(=O)NC